COC1=C2C(CC(OC2=CC=C1)(C)C)NC(=O)[C@H]1[C@@H](C1)C(N1C(NC(CC1=O)(C)C)=[NH2+])C=1C=[NH+]C=CC1 [1-[[(1R,2R)-2-[(5-methoxy-2,2-dimethyl-chroman-4-yl)carbamoyl]cyclopropyl]-pyridin-1-ium-3-yl-methyl]-4,4-dimethyl-6-oxo-hexahydropyrimidin-2-ylidene]ammonium